COC=1C=C(CC=2N(C=3C(=C4CC[C@@H](N(C4=CC3)C(=O)OC)C)N2)C2CC3(CNC3)C2)C=CC1 methyl (S)-2-(3-methoxybenzyl)-7-methyl-3-(2-azaspiro[3.3]heptan-6-yl)-3,7,8,9-tetrahydro-6H-imidazo[4,5-f]quinoline-6-carboxylate